C1(CC1)C=1C(=NSC1C(=O)OCC)C=1COCC1 ETHYL 4-CYCLOPROPYL-3-(2,5-DIHYDRO-FURAN-3-YL)ISOTHIAZOLE-5-CARBOXYLATE